4-(2-furylmethyl-amino)-7-methyl-thieno[3,2-d]Pyrimidine-2-carboxamide O1C(=CC=C1)CNC=1C2=C(N=C(N1)C(=O)N)C(=CS2)C